C(C)C(C(=O)O)(CC(=O)O)CC 2,2-diethyl-succinic acid